(S)-N-(1-(7-(difluoromethyl)quinolin-5-yl)cyclopropyl)-2-methyl-5-((1-methylazetidin-2-yl)methoxy)benzamide FC(C1=CC(=C2C=CC=NC2=C1)C1(CC1)NC(C1=C(C=CC(=C1)OC[C@H]1N(CC1)C)C)=O)F